N-(3-oxo-4-(trifluoromethyl)-3,5,6,7-tetrahydro-2H-cyclopenta[c]pyridazin-7-yl)-3-(piperidin-4-yl)propanamide O=C1C(=C2C(=NN1)C(CC2)NC(CCC2CCNCC2)=O)C(F)(F)F